eicosane-3,18-diol CCC(CCCCCCCCCCCCCCC(CC)O)O